C1(CC1)C1=CC(=NO1)C(=C(C#N)C#N)OC 2-[(5-cyclopropylisoxazol-3-yl)-methoxy-methylene]propanedinitrile